2-naphthyl ethyl ether C(C)OC1=CC2=CC=CC=C2C=C1